C1(CC1)C(C)C1=CNC=2N=CN=C(C21)N[C@H]2CN(CCC2)C(C=C)=O 1-((3R)-3-((5-(1-cyclopropylethyl)-7H-pyrrolo[2,3-d]pyrimidin-4-yl)amino)piperidin-1-yl)prop-2-en-1-one